5-(5-fluoro-4-(((2s,5r)-5-isopropyl-3,6-dimethoxy-2,5-dihydropyrazin-2-yl)methyl)-2-(methoxymethyl)phenyl)-6-(hydroxymethyl)-3-methylbenzo[d]oxazol-2(3H)-one FC=1C(=CC(=C(C1)C=1C(=CC2=C(N(C(O2)=O)C)C1)CO)COC)C[C@@H]1N=C([C@H](N=C1OC)C(C)C)OC